(S)-quinuclidin-3-yl (6'-(3-(difluoromethyl)phenyl)-3',4'-dihydro-1'H-spiro[cyclopropane-1,2'-naphthalen]-1'-yl)carbamate FC(C=1C=C(C=CC1)C=1C=C2CCC3(C(C2=CC1)NC(O[C@@H]1CN2CCC1CC2)=O)CC3)F